NCCC1=CC=C(C=C1)C1=C(C=C(C#N)C=C1)OC=1N(N=C(C1)C=1C=NC=CC1)C 4-[4-(2-aminoethyl)phenyl]-3-(2-methyl-5-pyridin-3-ylpyrazol-3-yl)oxybenzonitrile